[Sb].[Sr].[Mg] magnesium-strontium-antimony